5-ethyl-2-[2-(4-nitrophenoxy)ethyl]pyridine C(C)C=1C=CC(=NC1)CCOC1=CC=C(C=C1)[N+](=O)[O-]